(ethylmethyl-amino)zirconium C(C)N(C)[Zr]